FC(C=1C(=C(C=CC1)C(C)NC1=CC=NC2=CC(=CC=C12)OC)F)F 4-((1-(3-(difluoromethyl)-2-fluorophenyl)ethyl)amino)-7-methoxyquinoline